NC1=NC=2C=NC(=CC2C2=C1[C@@H](OC2)C)C(=O)N(CC2=NC=C(C=C2)C(F)(F)F)C21CC(C2)C1 (3S)-4-amino-N-(bicyclo[1.1.1]pentan-1-yl)-3-methyl-N-((5-(trifluoromethyl)-2-pyridinyl)methyl)-1,3-dihydrofuro[3,4-c][1,7]naphthyridine-8-carboxamide